C(C)(C)(C)N(C(O)=O)C1=NC=CC(=C1)C1=COC=2C1=NC=C(C2)Cl.C2=CC=CC=1C3=CC=CC=C3C(C21)(C2=CC=C(N)C=C2)C2=CC=C(N)C=C2 4,4'-(9H-Fluorene-9,9-diyl)dianiline tert-butyl-(4-(6-chlorofuro[3,2-b]pyridin-3-yl)pyridin-2-yl)carbamate